tert-butyl ((5-(2-bromoacetyl)thiophen-2-yl)methyl)carbamate BrCC(=O)C1=CC=C(S1)CNC(OC(C)(C)C)=O